7-((R)-2-methyl-1-(N-methyl-1H-1,2,4-triazole-1-carboxamido)propyl)-2-(4-phenoxyphenyl)-4,5,6,7-tetrahydropyrazolo[1,5-a]pyrimidine-3-carboxamide CC([C@@H](N(C(=O)N1N=CN=C1)C)C1CCNC=2N1N=C(C2C(=O)N)C2=CC=C(C=C2)OC2=CC=CC=C2)C